(R)-2-((tert-Butoxycarbonyl)amino)-3-((R)-5-oxo-4-azaspiro[2.4]hept-6-yl)propanoic acid methyl ester COC([C@@H](C[C@H]1C(NC2(CC2)C1)=O)NC(=O)OC(C)(C)C)=O